6-(2-(Hydroxymethyl)-1-methyl-1H-benzo[d]imidazol-6-yl)-8-(4-methoxyphenyl)-2-((2,2,2-Trifluoroethyl)amino)pteridin-7(8H)-one OCC1=NC2=C(N1C)C=C(C=C2)C2=NC=1C=NC(=NC1N(C2=O)C2=CC=C(C=C2)OC)NCC(F)(F)F